14-(4-Methoxyphenyl)-6,7-dihydropyrido[2',1':3,4]pyrazino[1,2-a]quinoline-5,8-diium dibromide [Br-].[Br-].COC1=CC=C(C=C1)C1=CC2=[N+](C3=CC=CC=C13)CC[N+]1=C2C=CC=C1